4,5-dimethyl-2-(2-hydroxynaphthalen-1-yl)imidazole CC=1N=C(NC1C)C1=C(C=CC2=CC=CC=C12)O